(R)-3-(1-amino-3,3-difluoro-8-azaspiro[4.5]decan-8-yl)-6-((2,3-dichlorophenyl)thio)pyrazin-2(1H)-one N[C@@H]1CC(CC12CCN(CC2)C=2C(NC(=CN2)SC2=C(C(=CC=C2)Cl)Cl)=O)(F)F